2-(3H-[1,2,3]triazolo[4,5-b]pyridin-3-yl) 1-(2,4-dimethoxybenzyl) (1S,2R)-1-methylcyclohexane-1,2-dicarboxylate C[C@]1([C@@H](CCCC1)C(=O)ON1N=NC=2C1=NC=CC2)C(=O)OCC2=C(C=C(C=C2)OC)OC